N[C@@H](CC(C)C)C(=O)O (11e)-leucine